tert-butyl 3-fluoro-4-hydroxy-piperidine-1-carboxylate FC1CN(CCC1O)C(=O)OC(C)(C)C